C(CCCCCC(C)C)OC(=O)C1C(CCCC1)C(=O)OCCCCCCC(C)C diisononyl-1,2-cyclohexanedicarboxylate